(((3-(3-aminopropanamido)-4-(((2R,3S,4S,5S,6R)-3,4,5-trihydroxy-6-(hydroxymethyl)tetrahydro-2H-pyran-2-yl)oxy)benzyl)oxy)carbonyl)glycine NCCC(=O)NC=1C=C(COC(=O)NCC(=O)O)C=CC1O[C@H]1O[C@@H]([C@H]([C@@H]([C@@H]1O)O)O)CO